tris(t-butoxy)tungsten C(C)(C)(C)O[W](OC(C)(C)C)OC(C)(C)C